ClC=1C=NC=CC1SC 3-chloro-4-(methylthio)pyridine